FC(S(=O)(=O)OC1=NC(=C(C2=C1C=CS2)C2=C(C=C(C=C2)F)OC(C)C)C2=NN1C(CNCC1)=C2)(F)F [7-(4-fluoro-2-isopropoxy-phenyl)-6-(4,5,6,7-tetrahydropyrazolo[1,5-a]pyrazin-2-yl) thieno[3,2-c]pyridin-4-yl] trifluoromethanesulfonate